(R)-4-((1-(1-(4-chlorophenyl)-1H-imidazol-4-yl)ethyl)amino)-2-ethyl-2,3-dihydro-1H-pyrrolo[3,4-c]pyridin-1-one ClC1=CC=C(C=C1)N1C=NC(=C1)[C@@H](C)NC1=NC=CC2=C1CN(C2=O)CC